(S)-(4-(4-fluorobenzo[d]thiazol-2-yl)-6,7-dihydro-1H-imidazo[4,5-c]pyridin-5(4H)-yl)(thiazol-5-yl)methanone FC1=CC=CC2=C1N=C(S2)[C@H]2N(CCC1=C2N=CN1)C(=O)C1=CN=CS1